C(CCCCCC)(=O)N[C@@H]1CN(C[C@H]1OCCCCCCC)C(=O)OC(C)(C)C tert-butyl (3R,4R)-3-heptanamido-4-(heptyloxy)pyrrolidine-1-carboxylate